2-amino-3-[3-fluoro-5-(3-methyl-2-oxo-1,3-benzoxazol-5-yl)thiophen-2-yl]propanenitrile NC(C#N)CC=1SC(=CC1F)C=1C=CC2=C(N(C(O2)=O)C)C1